C1(=CC=CC=C1)N(C1=CC=2C3(C4=CC=CC=C4C2C=C1)C1=CC=CC=C1C1=CC=CC=C13)C1=CC=C(C=C1)C=1C=CC=3N(C2=CC=CC=C2C3C1)C1=CC=CC=C1 N-phenyl-N-[4-(9-phenyl-9H-carbazol-3-yl)phenyl]-spiro-9,9'-bifluorene-2-amine